6-(imidazo[1,2-a]pyridin-7-yl)picolinonitrile N=1C=CN2C1C=C(C=C2)C2=CC=CC(=N2)C#N